tert-Butyl (4-amino-2-bromophenyl)(4-(trifluoromethyl)benzyl)carbamate NC1=CC(=C(C=C1)N(C(OC(C)(C)C)=O)CC1=CC=C(C=C1)C(F)(F)F)Br